N-(2-methoxy-3-{[2-(pyrrolidin-1-yl)ethoxy]methyl}-6H,7H,8H,9H,10H-cyclohepta[b]quinolin-11-yl)-1-(pyridin-3-yl)piperidin-4-amine COC=1C=C2C(=C3C(=NC2=CC1COCCN1CCCC1)CCCCC3)NC3CCN(CC3)C=3C=NC=CC3